COC1=C(OC=2C=C3CCC(NC3=CC2)=O)C=CC(=C1)[N+](=O)[O-] 6-(2-methoxy-4-nitrophenoxy)-3,4-dihydroquinolin-2(1H)-one